C(#N)C=1C(=CC(=NC1)NC(=O)N1C2CC(C3=CC(=C(N=C13)C=O)CN1C(CN(CC1)C)=O)(C2)F)N[C@H]2[C@@H](CCC2)O N-(5-cyano-4-(((trans)-2-hydroxycyclopentyl)amino)pyridin-2-yl)-4-fluoro-7-formyl-6-((4-methyl-2-oxopiperazin-1-yl)methyl)-3,4-dihydro-2,4-methylene-1,8-naphthyridine-1(2H)-carboxamide